ClC1=CC=C(C=C1)C=1OC(=C(N1)CC1=CC=C(C=C1)OC1=CC=CC=C1)C 2-(4-chlorophenyl)-5-methyl-4-(4-phenoxybenzyl)oxazole